mannose Sodium phosphate P(=O)([O-])([O-])[O-].[Na+].O=C[C@@H](O)[C@@H](O)[C@H](O)[C@H](O)CO.[Na+].[Na+]